BrC1=NC=CC(=C1)N1C=NNC1=O 4-(2-bromo-4-pyridyl)-1H-1,2,4-triazol-5-one